[N+](#[C-])CC(=O)N1CCC(CC1)C=1N=CC2=C(C=NNC2=O)N1 2-(1-(2-isocyanoacetyl)piperidin-4-yl)pyrimido[4,5-d]pyridazin-5(6H)-one